ClC1=C2C(C(NC2=CC=C1)=O)(O)CC(=O)NC1(CCCCC1)C(=O)O 1-(2-(4-Chloro-3-hydroxy-2-oxoindolin-3-yl)acetamido)cyclohexane-1-carboxylic acid